Cl.FC=1C(=C(C=CC1)C1CCN(CC1)C(=O)C1=NNC=2CNCCC21)C(F)(F)F (4-(3-fluoro-2-(trifluoro-methyl)phenyl)piperidin-1-yl)(4,5,6,7-tetrahydro-1H-pyrazolo[3,4-c]pyridin-3-yl)methanone hydrochloride